methoxybenzaldehyde p-toluenesulfonylhydrazone CC1=CC=C(C=C1)S(=O)(=O)NN=CC1=C(C=CC=C1)OC